(3-chloro-6-(difluoromethyl)-2-fluorophenyl)nicotinic acid methyl ester COC(C1=C(N=CC=C1)C1=C(C(=CC=C1C(F)F)Cl)F)=O